(R)-6-chloro-3-((1-(3-cyano-2-(4-(4-cyano-2-methylphenyl)piperazin-1-yl)-7-methyl-4-oxo-4H-pyrido[1,2-a]pyrimidin-9-yl)ethyl)amino)picolinic acid ClC1=CC=C(C(=N1)C(=O)O)N[C@H](C)C1=CC(=CN2C1=NC(=C(C2=O)C#N)N2CCN(CC2)C2=C(C=C(C=C2)C#N)C)C